N=1N(N=C2C1C=CC=C2)C2=C(C=CC(=C2)C(C)(C)CC(C)(C)C)O 2-(2H-benzotriazol-2-yl)-4-t-octylphenol